N,N-diphenyl-urea C1(=CC=CC=C1)N(C(=O)N)C1=CC=CC=C1